lithium sulfur chloride S(Cl)Cl.[Li]